N-((S)-2-((5-(3,5-dimethylisoxazol-4-yl)pyridin-2-yl)amino)-1-((1r,4S)-4-methylcyclohexyl)-2-oxoethyl)-1-methyl-1H-pyrazole-5-carboxamide CC1=NOC(=C1C=1C=CC(=NC1)NC([C@H](C1CCC(CC1)C)NC(=O)C1=CC=NN1C)=O)C